1-(Benzo[c][1,2,5]oxadiazol-4-ylsulfonyl)-N-(4,6-dimethylbenzo[d]thiazol-2-yl)piperidine-4-carboxamide N=1ON=C2C1C=CC=C2S(=O)(=O)N2CCC(CC2)C(=O)NC=2SC1=C(N2)C(=CC(=C1)C)C